C(C)(C)(C)OC(=O)N1C[C@H](CC1)[C@@H](C(=O)OC(C)(C)C)CC1=CC(=CC=C1)C1CCC1 (3R)-3-[(1S)-2-tert-butoxy-1-[(3-cyclobutylphenyl)methyl]-2-oxoethyl]pyrrolidine-1-carboxylic acid tert-butyl ester